6-fluoro-7-(2-fluoro-6-hydroxyphenyl)-4-((2S)-2-methyl-4-(2-propenoyl)-1-piperazinyl)-1-(3-(2-propanyl)-2-pyridinyl)pyrido[2,3-d]pyrimidin-2(1H)-one FC1=CC2=C(N(C(N=C2N2[C@H](CN(CC2)C(C=C)=O)C)=O)C2=NC=CC=C2C(C)C)N=C1C1=C(C=CC=C1O)F